tetrahydropyran-4-yl trifluoromethanesulfonate FC(S(=O)(=O)OC1CCOCC1)(F)F